COCC1=CC=C(O1)C(=O)OC methyl 5-(methoxymethyl)furan-2-carboxylate